tetra[2,3-dibutyl-(1-aziridinyl)]propionate C(CCC)C1N(C1CCCC)C(C(C(=O)[O-])(N1C(C1CCCC)CCCC)N1C(C1CCCC)CCCC)N1C(C1CCCC)CCCC